CN1N=CC(=C1C(F)(F)F)C1C(C1)C(=O)OC(C)(C)C tert-butyl 2-(1-methyl-5-(trifluoromethyl)-1H-pyrazol-4-yl)cyclopropane-1-carboxylate